(2-(2,6-dioxopiperidin-3-yl)-3-oxoisoindolin-5-yl)methyl (2-fluoro-5-isopropoxy-4-methylphenyl)carbamate FC1=C(C=C(C(=C1)C)OC(C)C)NC(OCC=1C=C2C(N(CC2=CC1)C1C(NC(CC1)=O)=O)=O)=O